C(C1=CC=CC=C1)N(CC(=O)OC(C)(C)C)CCO tert-butyl N-benzyl-N-(2-hydroxyethyl)glycinate